6-(tert-butyl)-9,9-dimethyl-2-(trifluoromethyl)-9,10-dihydroacridine C(C)(C)(C)C=1C=C2NC=3C=CC(=CC3C(C2=CC1)(C)C)C(F)(F)F